ClC1=CC2=C(C=N1)C(=NN2C2OCCCC2)N2C[C@H](CC2)C#N (3S)-1-(6-chloro-1-(tetrahydro-2H-pyran-2-yl)-1H-pyrazolo[4,3-c]pyridin-3-yl)pyrrolidine-3-carbonitrile